3-(5-bromo-2-oxo-benzo[cd]indol-1-yl)piperidine-2,6-dione BrC=1C=CC=2C(N(C3=CC=CC1C23)C2C(NC(CC2)=O)=O)=O